C1C(CC1)C(=O)[O-] 2-cyclobutanecarboxylate